(R)-2-(3-cyclopropoxy-4-nitro-1H-pyrazol-1-yl)propionitrile C1(CC1)OC1=NN(C=C1[N+](=O)[O-])[C@@H](C#N)C